5-(2-ethyl-2-norbornyloxycarbonyl-methyloxycarbonyl)-7-oxo-bicyclo[2.2.1]Hept-2-ene C(C)C1(C2CCC(C1)C2)OC(=O)COC(=O)C2C1C=CC(C2)C1=O